(1-fluorocyclopropyl)(6-(4-(2-hydroxyphenyl)piperidin-1-yl)-2-azaspiro[3.4]octan-2-yl)methanone FC1(CC1)C(=O)N1CC2(C1)CC(CC2)N2CCC(CC2)C2=C(C=CC=C2)O